lithium 5-trifluoromethylpyridine FC(C=1C=CC=NC1)(F)F.[Li]